(S)-N-(2-Chloro-6-fluorophenyl)-5-fluoro-4-(2-hydroxy-1-methyl-1H-imidazol-4-yl)-2-((1,1,1-trifluoropropan-2-yl)oxy)benzamide ClC1=C(C(=CC=C1)F)NC(C1=C(C=C(C(=C1)F)C=1N=C(N(C1)C)O)O[C@H](C(F)(F)F)C)=O